2-Chloro-7-(4-[(3-dimethylaminopropyl)aminomethyl]phenyl)-4-phenyl-7H-pyrrolo[2,3-d]pyrimidine oxalate C(C(=O)O)(=O)O.ClC=1N=C(C2=C(N1)N(C=C2)C2=CC=C(C=C2)CNCCCN(C)C)C2=CC=CC=C2